C(C)(=O)OCCC=1NC=2C(=CC3=C(CCN(CC3)CC)C2)N1 2-(7-Ethyl-1,5,6,7,8,9-hexahydroimidazo[4',5':4,5]benzo[1,2-d]azepine-2-yl)ethyl acetate